ClCC1=NN2C(C=CC=C2)=C1 2-(chloromethyl)pyrazolo[1,5-a]pyridine